4-methylpiperazine-1-carboxylic acid [(2s,3s,4E,6r,7s,10r)-2-[(E)-1-[3-(azetidin-1-ylsulfonyl) phenyl] prop-1-en-2-yl]-10-hydroxy-3,7-dimethyl-12-oxo-1-oxododec-4-en-6-yl] ester N1(CCC1)S(=O)(=O)C=1C=C(C=CC1)\C=C(/C)\[C@@H](C=O)[C@H](\C=C\[C@@H]([C@H](CC[C@H](CC=O)O)C)OC(=O)N1CCN(CC1)C)C